1-(6-chloropyridin-3-yl)-4-((pyridin-3-ylamino)methyl)-1H-pyrazole-3-carboxylic acid ClC1=CC=C(C=N1)N1N=C(C(=C1)CNC=1C=NC=CC1)C(=O)O